6-butyl-3-[4-(2,3-dichlorobenzoyl)piperazine-1-carbonyl]-5-(2,6-dimethoxyphenyl)pyridine-2,4-diol C(CCC)C1=C(C(=C(C(=N1)O)C(=O)N1CCN(CC1)C(C1=C(C(=CC=C1)Cl)Cl)=O)O)C1=C(C=CC=C1OC)OC